C(=C)C1=CC=C(C=C1)OC(C)OCC 1-ethenyl-4-(1-ethoxyethoxy)benzene